methyl 2-(4-bromo-3-fluorobenzyl)-1-((1-(fluoromethyl) cyclopropyl) methyl)-1H-benzo[d]imidazole-6-carboxylate BrC1=C(C=C(CC2=NC3=C(N2CC2(CC2)CF)C=C(C=C3)C(=O)OC)C=C1)F